bis[2-(2-pyridyl)phenol] beryllium [Be].N1=C(C=CC=C1)C1=C(C=CC=C1)O.N1=C(C=CC=C1)C1=C(C=CC=C1)O